(1R,2R)-2-fluoro-N-(3-(5-fluoro-4-methyl-6-propionylpyridin-3-yl)-1-methyl-2-oxo-1,2-dihydro-1,6-naphthyridin-7-yl)cyclopropane-1-carboxamide F[C@H]1[C@H](C1)C(=O)NC1=NC=C2C=C(C(N(C2=C1)C)=O)C=1C=NC(=C(C1C)F)C(CC)=O